OC1=C(C=CC(=C1)O)C=1OC2=CC(=CC(=C2C(C1O)=NNC(=O)N)O)O 2-(2-(2,4-dihydroxyphenyl)-3,5,7-trihydroxy-4H-chromen-4-ylidene)hydrazine-1-carboxamide